CNC=1N=CC(=NC1C=1C2=C(C=NC1)N(C=N2)C)C(=O)[O-] 5-(methylamino)-6-(3-methylimidazo[4,5-c]pyridin-7-yl)pyrazine-2-carboxylate